5-[4-ethylbenzylidene]-2-thioxo-1,3-thiazolidin-4-one C(C)C1=CC=C(C=C2C(NC(S2)=S)=O)C=C1